4-(8-Bromoquinolin-2-yl)morpholine BrC=1C=CC=C2C=CC(=NC12)N1CCOCC1